ClC=1C(=NC(=NC1C1=C(C=CC=C1)C)NS(=O)(=O)C=1C=NN(C1)C)OC1=CC(=CC=C1)N1CCN(CC1)C N-[5-chloro-4-[3-(4-methylpiperazin-1-yl)phenoxy]-6-(o-tolyl)pyrimidin-2-yl]-1-methyl-pyrazole-4-sulfonamide